C1(CCCCC1)CN1C(CN(CC1)C[B-](F)(F)F)=O.[K+] potassium ((4-(cyclohexylmethyl)-3-oxopiperazin-1-yl)methyl)trifluoroborate